Cl.ClC=1C=C(C=CC1Cl)C1=CC=C(C=C1)CCNC([C@H](CCCC)NC)=O (S)-N-(2-(3',4'-dichloro-[1,1'-biphenyl]-4-yl)ethyl)-2-(methylamino)hexanamide hydrochloride